OC1=C(C=C(C=C1)C1=NNC(C2=CC=CC=C12)=O)C(F)(F)F 4-(4-Hydroxy-3-trifluoromethylphenyl)-1(2H)-phthalazinone